vinyl-acetate (vinyl acetate) C(=C)CC(=O)O.C(=C)CC(=O)O